F[N+]1=C(C=C(C=C1C)C)C 1-fluoro-2,4,6-trimethyl-pyridin-1-ium